NC1=C2N=CN(C2=NC=N1)C[C@@H](C)OCP(OCCOCCCCCCCCCCCCC1=CC=C(C=C1)S(F)(F)(F)(F)F)(O)=O 2-((12-(4-(pentafluoro-λ6-sulfanyl)phenyl)dodecyl)oxy)ethyl hydrogen ((((R)-1-(6-amino-9H-purin-9-yl)propan-2-yl)oxy)methyl)phosphonate